3-((tert-butoxycarbonyl)amino)propane-1,2-diyl-di(tetradecanoic acid) C(C)(C)(C)OC(=O)NCC(CCCCCCCCCCCCCCC(=O)O)CCCCCCCCCCCCCC(=O)O